[S-2].[Ag+].[Au+3].[S-2] Gold-Silver Sulfide